F[C@H]1[C@@H]2CC[C@H](C[C@H]1N(C=1N=NC(=CN1)C1=C(C=C(C=C1)C=1C=NNC1)O)C)N2 2-(3-{[(1S,2S,3R,5R)-2-fluoro-8-azabicyclo[3.2.1]oct-3-yl](methyl)amino}-1,2,4-triazin-6-yl)-5-(1H-pyrazol-4-yl)phenol